4-chloro-10-(2,6-difluoro-4-{[2-(methylamino)ethyl]amino}phenyl)-8-methyl-9-oxo-6,8,10-triazatricyclo[9.4.0.02,7]pentadeca-1(11),2(7),3,5,12,14-hexaene-13-carbonitrile ClC1=CC=2C=3C=CC(=CC3N(C(N(C2N=C1)C)=O)C1=C(C=C(C=C1F)NCCNC)F)C#N